3-(5-((7-(((1R,2S,4R)-1,7,7-trimethylbicyclo[2.2.1]heptane-2-yl)amino)heptyl)amino)benzofuran-3-yl)piperidine-2,6-dione C[C@@]12[C@H](C[C@@H](CC1)C2(C)C)NCCCCCCCNC=2C=CC1=C(C(=CO1)C1C(NC(CC1)=O)=O)C2